C(C1=CC=CC=C1)[C@]1(CCC=2N(C3=CC(=CC=C3C2C1=O)OC)S(=O)(=O)C)C#N (R)-3-benzyl-7-methoxy-9-(methylsulfonyl)-4-oxo-2,3,4,9-tetrahydro-1H-carbazole-3-carbonitrile